5-[6-[4-[(5-chloropyrimidin-2-yl)methyl]piperazin-1-yl]-2-isopropyl-3-pyridyl]-1,3-dimethyl-pyridin-2-one ClC=1C=NC(=NC1)CN1CCN(CC1)C1=CC=C(C(=N1)C(C)C)C=1C=C(C(N(C1)C)=O)C